(2R)-N-[(dimethylamino)methylene]-1,1-difluoro-2-(iodoacetyl)-6-azaspiro[2.5]octane-6-sulfonamide CN(C)C=NS(=O)(=O)N1CCC2([C@@H](C2(F)F)C(CI)=O)CC1